[O-]S(=O)(=O)C(F)(F)F.COC1=CC=C(C=C1)C(C1=C(C=C(C=C1OC)OC)OC)[P+](C1=CC=CC=C1)(C1=CC=CC=C1)C1=CC=CC=C1 ((4-methoxyphenyl)(2,4,6-trimethoxyphenyl)methyl)triphenylphosphonium triflate